chloro-7-(2,4-dimethoxybenzyl)-6,7-dihydro-5H-pyrrolo[2,3-d]pyrimidine-5,5,6,6-d4 ClC=1N=CC2=C(N1)N(C(C2([2H])[2H])([2H])[2H])CC2=C(C=C(C=C2)OC)OC